(1s,4s)-4-(dibenzylamino)cyclohexan-1-ol C(C1=CC=CC=C1)N(C1CCC(CC1)O)CC1=CC=CC=C1